3-(4-((4-((2-fluorophenyl)ethynyl)benzamido)methyl)tetrahydro-2H-pyran-4-yl)propanoic Acid FC1=C(C=CC=C1)C#CC1=CC=C(C(=O)NCC2(CCOCC2)CCC(=O)O)C=C1